N-methyl-3-nitro-N-[(1r,3r)-3-(methanesulfonylmethyl)cyclobutyl]aniline CN(C1=CC(=CC=C1)[N+](=O)[O-])C1CC(C1)CS(=O)(=O)C